CC1(CCC2=C(O1)C=CC3=C2OC4=C3C(=O)OC5=C4C=CC(=C5)O)C The molecule is a member of the class of coumestans that is coumestan substituted by a hydroxy group at position 3 and a 2,2-dimethylpyran group across positions 9 and 10. It has a role as a plant metabolite. It is a member of coumestans, a member of phenols and a delta-lactone. It derives from a coumestan.